piperidin-1-Carboxylic acid N1(CCCCC1)C(=O)O